C(C(C)C)NC[SiH3] isobutylaminomethylsilane